C1(=CC=CC=C1)OC(C)COC(C)CO Dipropylenglycol Phenyl ether